5-(3-chloro-1-(2,3-difluorophenyl)imidazo[1,5-a]pyridin-5-yl)-N-(4-fluorophenyl)-2-(trifluoromethyl)benzamide ClC1=NC(=C2N1C(=CC=C2)C=2C=CC(=C(C(=O)NC1=CC=C(C=C1)F)C2)C(F)(F)F)C2=C(C(=CC=C2)F)F